3-ethyl-2-methyl-3,4-dihydro-2H-quinoxaline-1-carboxylic acid tert-butyl ester C(C)(C)(C)OC(=O)N1C(C(NC2=CC=CC=C12)CC)C